4-bromo-1-(2,2,2-trifluoroacetyl)-1,2,5,6-tetrahydropyridine-3-carbaldehyde BrC1=C(CN(CC1)C(C(F)(F)F)=O)C=O